(1r,4r)-4-N-(2-{3-[(2-fluoro-4-methanesulfonyl-phenyl)amino]prop-1-yn-1-yl}-1-(2,2,2-trifluoroethyl)-1H-indol-4-yl)-1-N,1-N-dimethyl-cyclohexane-1,4-diamine FC1=C(C=CC(=C1)S(=O)(=O)C)NCC#CC=1N(C2=CC=CC(=C2C1)NC1CCC(CC1)N(C)C)CC(F)(F)F